CS(=O)(=O)C1=CC=C(C=C1)CC(=O)N1CCN(CC1)C=1C=CC=2N(N1)C=NN2 2-(4-methanesulfonylphenyl)-1-(4-{[1,2,4]triazolo[4,3-b]pyridazin-6-yl}piperazin-1-yl)ethan-1-one